2-methyl-1-pentadecyl alcohol CC(CO)CCCCCCCCCCCCC